methyl (1R,2R,3S,6S,7S)-10-oxo-4-azatricyclo[5.2.1.0^{2,6}]dec-8-ene-3-carboxylate O=C1[C@H]2[C@@H]3[C@H](NC[C@@H]3[C@@H]1C=C2)C(=O)OC